ClC1=CC=C(C=C1)C1=N[C@H](C=2N(C3=C1C(=C(S3)C)C)C(=NN2)C)CC(=O)N2CCC(CC2)C(=O)OC methyl (S)-1-(2-(4-(4-chlorophenyl)-2,3,9-trimethyl-6H-thieno[3,2-f][1,2,4]triazolo[4,3-a][1,4]diazepin-6-yl)acetyl)piperidine-4-carboxylate